BrC=1C(=NC(=CC1C1=C2C(=NC=C1)C=C(S2)CN2C(C1C(C1C2=O)(C)C)=O)C(F)(F)F)C 3-((7-(3-bromo-2-methyl-6-(trifluoromethyl)pyridin-4-yl)thieno[3,2-b]pyridin-2-yl)methyl)-6,6-dimethyl-3-azabicyclo[3.1.0]hexane-2,4-dione